(1R,10S)-10-ethyl-10-hydroxy-1-(3-hydroxypropyl)-1,2,3,10,13,16-hexahydro-11H,14H-benzo[de][1,3]dioxolo[4,5-g]pyrano[3',4':6,7]indolizino[1,2-b]quinoline-11,14-dione C(C)[C@]1(C(OCC=2C(N3CC=4C(=NC=5C=C6C(=C7C5C4[C@H](CC7)CCCO)OCO6)C3=CC21)=O)=O)O